5,6,10b,11-Tetrahydro-3-methyl-spiro[12H-benzo[a]furo[3,4-f]quinolizin-12,2'-[1,3]dithian]-1(3H)one CC1OC(C2=C1N1CCC3=C(C1CC21SCCCS1)C=CC=C3)=O